N1CC(C1)C1=CC(=C2C=NN(C2=C1)C)C1=C(C(=O)N(C(C)C)CC)C=C(C=C1)F 2-[6-(Azetidin-3-yl)-1-methyl-1H-indazol-4-yl]-N-ethyl-5-fluoro-N-(isopropyl)benzamide